3-{[7-fluoro-1-methyl-5-(trifluoromethyl)-1H-benzo[d]imidazol-2-yl]amino}-1H-indole-5-carbonitrile FC1=CC(=CC2=C1N(C(=N2)NC2=CNC1=CC=C(C=C21)C#N)C)C(F)(F)F